(1r,3r)-3-(7-fluorobenzo[d]thiazol-4-yl)cyclobutyl ((2-(2,6-dioxopiperidin-3-yl)-4-fluoro-3-oxoisoindolin-5-yl)methyl)carbamate O=C1NC(CC[C@H]1N1CC2=CC=C(C(=C2C1=O)F)CNC(OC1CC(C1)C1=CC=C(C2=C1N=CS2)F)=O)=O